2-(2,6-dioxo-3-piperidinyl)isoindoline-1,3-dione salicylate C(C=1C(O)=CC=CC1)(=O)O.O=C1NC(CCC1N1C(C2=CC=CC=C2C1=O)=O)=O